C1(CC1)N(C(OC(C)(C)C)=O)C1CCN(CC1)C=1C2=CN(N=C2C(=C(C1)O)C(NC1=CC2=CN(N=C2C=C1OC)C)=O)C tert-butyl N-cyclopropyl-N-[1-[6-hydroxy-7-[(6-methoxy-2-methyl-indazol-5-yl)carbamoyl]-2-methyl-indazol-4-yl]-4-piperidyl]carbamate